3,7-dimethyloct-1,6-dien-3-yl acetate (linalyl acetate) C(C)(C=C)(CCC=C(C)C)CC(=O)O.C(C)(=O)OC(C=C)(CCC=C(C)C)C